C1(CCCCC1)CC=1NC(=NN1)C(=O)NC1=NC=CC(=C1)C1=C(C=CC(=C1)OCC(C)(C)O)C 5-(cyclohexylmethyl)-N-(4-(5-(2-hydroxy-2-methylpropoxy)-2-methylphenyl)pyridin-2-yl)-4H-1,2,4-triazole-3-carboxamide